di-tert-butyl (2R,4R)-4-((6-((1-(tert-butyl)-5-methyl-1H-pyrazol-3-yl) amino)-3-fluoro-4-(methylsulfonyl) pyridin-2-yl) methyl)-2-methylpiperidine-1,4-dicarboxylate C(C)(C)(C)N1N=C(C=C1C)NC1=CC(=C(C(=N1)C[C@@]1(C[C@H](N(CC1)C(=O)OC(C)(C)C)C)C(=O)OC(C)(C)C)F)S(=O)(=O)C